CCCCCC\C=C/CCCCCCCCC (Z)-7-Heptadecene